pyrrolyl-dibenzosilol 1-(2-chlorophenyl-4,5-d2)-2-(2H-tetrazol-2-yl)ethyl-1,2,2-d3-carbamate methyl-2-[1-(pyridin-3-yl)-1H-pyrazol-4-yl]acetate CC(C(=O)O)C=1C=NN(C1)C=1C=NC=CC1.ClC1=C(C=C(C(=C1)[2H])[2H])C(C([2H])([2H])N1N=CN=N1)([2H])NC(O)=O.N1C(=CC=C1)C1=CC=CC=2[SiH2]C3=C(C21)C=CC=C3